1,3-butylenediamine C(CC(C)N)N